N1,N2-dimethyl-N1-(2-(methylamino)ethyl)ethane-1,2-diamine CN(CCNC)CCNC